C(C)(C)(C)OC(NCCCC#CC1=C2C=C(C(=NC2=CC(=C1)Br)N)CCCCC)=O (5-(2-amino-7-bromo-3-pentylquinolin-5-yl)pent-4-yn-1-yl)carbamic acid tert-butyl ester